naphthopentacene C1=C2C=CC3=C(C=CC=4C=C5C=C6C=C7C=CC=CC7=CC6=CC5=CC34)C2=CC=C1